[N+](=O)([O-])C(CC)Br nitrobromopropane